N[C@H]1C[C@H](N(CC1)C(=O)N1CC2(CCCC2)C(CC1)CN1C(C=C(C=C1)C(F)F)=O)C1=CC=CC=C1 1-((7-((2S,4R)-4-amino-2-phenylpiperidine-1-carbonyl)-7-azaspiro[4.5]dec-10-yl)methyl)-4-(difluoromethyl)pyridin-2(1H)-one